BrC=1C=CC=C2C(=C(NC12)C1=CC=CC=C1)C=CC(=O)N[C@@H]1C(NC[C@H]1O)=O 3-(7-bromo-2-phenyl-1H-indol-3-yl)-N-[(3S,4R)-4-hydroxy-2-oxo-pyrrolidin-3-yl]Acrylamide